ethyl 3-(4-(4-(6-(2-hydroxyphenyl)pyridazin-4-yl)phenyl)piperazin-1-yl)propanoate OC1=C(C=CC=C1)C1=CC(=CN=N1)C1=CC=C(C=C1)N1CCN(CC1)CCC(=O)OCC